FC(C1=NN=C(O1)C=1C=CC(=NC1)CN1C(OC2=C1C=CC(=C2)C2=CC=NC=C2)=O)F 3-((5-(5-(difluoromethyl)-1,3,4-oxadiazole-2-yl)pyridine-2-yl)methyl)-6-(pyridine-4-yl)benzo[d]oxazole-2(3H)-one